C1C(CCC2CC(CCC12)CO)CO decalin-2,6-dimethanol